5-((3-(1,1-Difluoroethyl)pyridin-2-yl)methyl)-7-((1r,4r)-4-(2-fluoro-6-methylphenyl)cyclohexyl)-3-methylpyrido[2,3-b]pyrazin-6(5H)-one FC(C)(F)C=1C(=NC=CC1)CN1C(C(=CC=2C1=NC(=CN2)C)C2CCC(CC2)C2=C(C=CC=C2C)F)=O